Cl.C(CCC)OC=1C=C2C(=NNC2=CC1)NC(=O)[C@H]1CNCCC1 (3R)-N-(5-butoxy-1H-indazol-3-yl)piperidine-3-carboxamide hydrochloride